C1(CCCC1)OC=1C(=CC=C2CN(C(C12)=O)C1C(NC(CC1)=O)=O)CO 3-(7-(cyclopentyloxy)-6-(hydroxymethyl)-1-oxoisoindolin-2-yl)piperidine-2,6-dione